Cl.OC1=CC=C(C=C1)C1=CC=C(C=C1)N1C(N(C2=NC=CC=C21)[C@@H]2CNCC2)=O (S)-1-(4'-Hydroxy-[1,1'-biphenyl]-4-yl)-3-(pyrrolidin-3-yl)-1,3-dihydro-2H-imidazo[4,5-b]pyridin-2-one Hydrochloride